2-((4-Chlorophenyl)amino)-1-(4-(5-(trifluoromethyl)-1,2,4-oxadiazol-3-yl)phenyl)ethan-1-on ClC1=CC=C(C=C1)NCC(=O)C1=CC=C(C=C1)C1=NOC(=N1)C(F)(F)F